6-(2,6-Dichlorophenyl)-2-((3-(hydroxymethyl)-4-(piperazin-1-yl)phenyl)amino)-8,9-dihydroimidazo[1,2-a]pyrimido[5,4-e]pyrimidin-5(6H)-one ClC1=C(C(=CC=C1)Cl)N1C=2N(C3=C(C1=O)C=NC(=N3)NC3=CC(=C(C=C3)N3CCNCC3)CO)CCN2